BrC1=C(C=C(C=C1)CO)OC (4-Bromo-3-methoxyphenyl)methanol